rac-(1R,2R,4S)-2-(bromomethyl)-7-oxabicyclo[2.2.1]heptane BrC[C@H]1[C@H]2CC[C@@H](C1)O2 |r|